COC(=O)C1=CC2=C(N(C(=N2)C=2N3C(CNC=4C(=CC=C(C2)C34)C#N)C3CC3)C)C(=C1)F 2-(7-cyano-11-cyclopropyl-1,9-diazatricyclo[6.3.1.04,12]dodeca-2,4,6,8(12)-tetraen-2-yl)-7-fluoro-1-methyl-benzimidazole-5-carboxylic acid methyl ester